1-(3-aminopropyl)-4-methyl-piperazine tri-tert-butyl-(18S,22S)-1-amino-12,20-dioxo-3,6,9-trioxa-13,19,21-triazatetracosane-18,22,24-tricarboxylate C(C)(C)(C)OC(=O)[C@H](CCCCNC(CCOCCOCCOCCN)=O)NC(N[C@@H](CCC(=O)OC(C)(C)C)C(=O)OC(C)(C)C)=O.NCCCN1CCN(CC1)C